TETRAHYDRO LINALYL ACETATE CCC(C)(CCCC(C)C)OC(=O)C